2-[6-[(E)-2-(aminomethyl)-3-fluoro-allyloxy]-1-oxo-3,4-dihydroisoquinolin-2-yl]-N-isopropyl-acetamide hydrochloride Cl.NC/C(/COC=1C=C2CCN(C(C2=CC1)=O)CC(=O)NC(C)C)=C\F